[Cl-].[Cl-].C(C1=CC=CC=C1)(C1=CC=CC=C1)[Hf+2](C1=C(C=CC=2C3=CC=C(C=C3CC12)C(C)(C)C)C(C)(C)C)C1C=C(C=C1CC)C(C)(C)C benzhydryl-(3-tert-butyl-5-ethyl-cyclopentadienyl)(2,7-di-tert-butylfluorenyl)hafnium dichloride